Cl.[C@H]12CNC[C@@H]2C1C=1SC2=C(N1)C=C(C=C2)C(F)(F)F 2-[(1R,5S,6S)-3-azabicyclo[3.1.0]hexan-6-yl]-5-(trifluoromethyl)-1,3-benzothiazole hydrochloride